O=C1NC(CCC1N1C(N(C2=C1C=CC=C2N2CCC(CC2)N(C(OC(C)(C)C)=O)C)C)=O)=O tert-butyl N-[1-[1-(2,6-dioxo-3-piperidinyl)-3-methyl-2-oxo-benzimidazol-4-yl]-4-piperidinyl]-N-methyl-carbamate